3-fluoro-2-methylpyrazolo[1,5-a]quinoxalin-4(5H)-one FC=1C(=NN2C1C(NC1=CC=CC=C21)=O)C